6-trifluoromethoxyindoline FC(OC1=CC=C2CCNC2=C1)(F)F